tert-Butyl 2-(1,3-dioxo-3a,4,5,6,7,7a-hexahydroisoindol-2-yl)-4,6-dihydrothieno[3,4-b]thiophene-3-carboxylate O=C1N(C(C2CCCCC12)=O)C1=C(C2=C(S1)CSC2)C(=O)OC(C)(C)C